(2R)-4-amino-2-[(1R)-1-(4-bromophenyl)ethyl]-2-methyl-4-oxo-butanoic acid methyl ester COC([C@@](CC(=O)N)(C)[C@H](C)C1=CC=C(C=C1)Br)=O